FC1=CC=C(CNC(=S)NC=2C=CC3=C(C2)COC2=CN=CC=C23)C=C1 1-(4-fluorobenzyl)-3-(6H-Isochromeno[3,4-c]pyridin-8-yl)thiourea